Hexadecyl(2-{[(4-methoxyphenyl)methyl](pyrimidin-2-yl)amino}ethyl)dimethylazanium C(CCCCCCCCCCCCCCC)[N+](C)(C)CCN(C1=NC=CC=N1)CC1=CC=C(C=C1)OC